C(C)(C)(C)OC(=O)N1C(CNCC1)CC#CC1=CC(=C(C=C1)Cl)N1C(NC(CC1)=O)=O [3-[4-chloro-3-(2,4-dioxohexahydropyrimidin-1-yl)phenyl]prop-2-ynyl]piperazine-1-carboxylic acid tert-butyl ester